ClC1=CC=C(OCCNC(=O)C2CCN(CC2)C(COC2=CC=CC=C2)=O)C=C1 N-[2-(4-Chlorophenoxy)ethyl]-1-(2-phenoxyacetyl)piperidin-4-carboxamid